tetradecyl-trimethyl-phosphine bromide [Br-].C(CCCCCCCCCCCCC)CP(C)C